FC1=CC(=C(OC2=C(C=CC=C2)NC(\C=C\C2=CC=C(C=C2)OC)=O)C=C1)C (E)-N-(2-(4-fluoro-2-methylphenoxy)phenyl)-3-(4-methoxyphenyl)acrylamide